N1C=CC=2C1=NC=CC2C=2C=C(C=CC2)C2=NOC(=C2)[C@]2(C(N(CC2)C)=O)O (R)-3-(3-(3-(1H-Pyrrolo[2,3-b]pyridin-4-yl)phenyl)isoxazol-5-yl)-3-hydroxy-1-methylpyrrolidin-2-one